NC1(CCN(CC1)C1=C(OC(=C1)SC1=C(C=CC(=C1)Cl)Cl)C=O)C 4-amino-4-methylpiperidin-1-yl-5-(2,5-dichlorophenylthio)furan-2-methanone